C1(CCCC1)C1=C(C(=O)O)C=CC(=C1)C=1C=2C(N=CC1F)=CN(N2)C2=CC(=CC(=C2)C(F)(F)F)OC 2-cyclopentyl-4-(6-fluoro-2-(3-methoxy-5-(trifluoromethyl)phenyl)-2H-pyrazolo[4,3-b]pyridin-7-yl)benzoic acid